OC(CC(=O)O)(CC(=O)O)C 3-Hydroxy-3-Methylglutaric acid